6-(3-methoxy-2,6-dimethylphenyl)-8-methyl-2-(methylthio)pyrido[2,3-d]pyrimidin-7(8H)-one COC=1C(=C(C(=CC1)C)C1=CC2=C(N=C(N=C2)SC)N(C1=O)C)C